5-[9-[4-(4-aminophenyl)piperazin-1-yl]-3-azaspiro[5.5]undecan-3-yl]-N-(2,6-dioxo-3-piperidyl)-3-fluoro-pyridine-2-carboxamide NC1=CC=C(C=C1)N1CCN(CC1)C1CCC2(CCN(CC2)C=2C=C(C(=NC2)C(=O)NC2C(NC(CC2)=O)=O)F)CC1